2-methyl-3-(trifluoromethyl)-6-vinylaniline CC1=C(N)C(=CC=C1C(F)(F)F)C=C